(-)-terpinen-4-yl C12=C(C(C(C(C1(C)C)C2)*)C2(C(=C1C(C(C2)C1)(C)C)C)C1C(=C2C(C(C1)C2)(C)C)C)C